ClC=1C=C(C=CC1Cl)NC1=NNC(=N1)N N3-(3,4-dichlorophenyl)-1H-1,2,4-triazole-3,5-diamine